BrC=1C=CC(=C(C1)C(C)=O)F 1-(5-bromo-2-fluorophenyl)-1-ethanone